CCCCC(CC)CCC(CC(C)C)OS(=O)(=O)O The molecule is an alkyl sulfate that is the mono-7-ethyl-2-methylundecan-4-yl ester of sulfuric acid. It is a conjugate base of a tetradecyl sulfate.